FC1=CC=C(C=C1)N1N=C(C=C1)CC(=O)NC=1SC(=CN1)C(F)(F)F 2-(1-(4-fluorophenyl)-1H-pyrazol-3-yl)-N-(5-(trifluoromethyl)thiazol-2-yl)acetamide